tert-butyl (3R)-3-[[6-[6-(3,3-dimethylcyclobutyl)-7-methoxy-imidazo[1,2-b]pyridazin-3-yl]-3,5-difluoro-2-pyridyl]amino]piperidine-1-carboxylate CC1(CC(C1)C=1C(=CC=2N(N1)C(=CN2)C2=C(C=C(C(=N2)N[C@H]2CN(CCC2)C(=O)OC(C)(C)C)F)F)OC)C